CCCCCCCCCCCCCCCCCC(=O)O[C@H](COCCCCCCCC/C=C\CCCCCC)COP(=O)([O-])OCC[N+](C)(C)C 1-(9Z-hexadecenyl)-2-octadecanoyl-sn-glycero-3-phosphocholine